3-(3-(ethylsulfonyl)-5-(4-fluorophenyl)pyridin-2-yl)-4-(5-(trifluoromethyl)pyridin-2-yl)-4,5-dihydro-1,2,4-oxadiazole C(C)S(=O)(=O)C=1C(=NC=C(C1)C1=CC=C(C=C1)F)C1=NOCN1C1=NC=C(C=C1)C(F)(F)F